2,2,4,4-tetramethylcyclobutane CC1(CC(C1)(C)C)C